N-(2-aminoethyl)-3-aminopropyl-triisopropoxysilane NCCNCCC[Si](OC(C)C)(OC(C)C)OC(C)C